FCN1C(N(C2=NC(=NC=C12)NC=1C(=CC=2N(C1)N=CN2)C)C2(CCOCC2)C#N)=O 4-(7-(fluoromethyl)-2-((7-methyl-[1,2,4]triazolo[1,5-a]pyridin-6-yl)amino)-8-oxo-7,8-dihydro-9H-purin-9-yl)tetrahydro-2H-pyran-4-carbonitrile